N-[2-(phenylsulfonyloxy)phenyl]-N'-[3-(p-ethylphenylsulfonyloxy)phenyl]urea C1(=CC=CC=C1)S(=O)(=O)OC1=C(C=CC=C1)NC(=O)NC1=CC(=CC=C1)OS(=O)(=O)C1=CC=C(C=C1)CC